N-((1-methyl-1H-benzo[d][1,2,3]triazol-6-yl)methyl)-4-(5-methyl-2-((1-methyl-1H-pyrazol-5-yl)amino)pyrimidin-4-yl)oxazole-2-carboxamide CN1N=NC2=C1C=C(C=C2)CNC(=O)C=2OC=C(N2)C2=NC(=NC=C2C)NC2=CC=NN2C